2-((6-((R)-3-aminopiperidin-1-yl)-3,5-dicyano-4-ethylpyridin-2-yl)sulfanyl)-2-phenylacetamide N[C@H]1CN(CCC1)C1=C(C(=C(C(=N1)SC(C(=O)N)C1=CC=CC=C1)C#N)CC)C#N